(R)-4-ethynyl-2-(3-(3-(fluoro(4-methyl-4H-1,2,4-triazol-3-yl)methyl)oxetan-3-yl)phenyl)isoindolin-1-one C(#C)C1=C2CN(C(C2=CC=C1)=O)C1=CC(=CC=C1)C1(COC1)[C@H](C1=NN=CN1C)F